tert-Butyl ((3R,5R)-1-(2-(1-(cyclopropylmethyl)-7-(1-(3-hydroxypropanoyl)piperidin-4-yl)-1H-indol-2-yl)-3-methylpyrazolo[1,5-a]pyridine-6-carbonyl)-5-fluoropiperidin-3-yl)carbamate C1(CC1)CN1C(=CC2=CC=CC(=C12)C1CCN(CC1)C(CCO)=O)C1=NN2C(C=CC(=C2)C(=O)N2C[C@@H](C[C@H](C2)F)NC(OC(C)(C)C)=O)=C1C